2-heptyl-2-methyl-malonic acid C(CCCCCC)C(C(=O)O)(C(=O)O)C